2-PHENYL-1H-PYRROLO[2,3-B]PYRIDINE-6-BORONIC ACID C1(=CC=CC=C1)C1=CC=2C(=NC(=CC2)B(O)O)N1